C(=O)(O)C1=CC2=CC(=CC=C2C=C1)C(=O)O 2,7-dicarboxylnaphthalene